C1(CC1)C1=NN(C=N1)C1CC2(CN(C2)C(=O)N2CC3(C2)CC(C3)CN3C=NC(=C3)C(F)(F)F)C1 [6-(3-cyclopropyl-1,2,4-triazol-1-yl)-2-azaspiro[3.3]heptan-2-yl]-[6-[[4-(trifluoromethyl)imidazol-1-yl]methyl]-2-azaspiro[3.3]heptan-2-yl]methanone